[Cl-].C1(=CC=CC=C1)N1N(N([NH+]=C1)C1=CC=CC=C1)C1=CC=CC=C1 TRIPHENYL-TETRAZOLIUM CHLORIDE